(2-oxobenzylidene)ruthenium (II) chloride O=C1C(C=[Ru-]Cl)C=CC=C1